methyl (S)-2-amino-3-(pyridin-4-yl)propanoate N[C@H](C(=O)OC)CC1=CC=NC=C1